C(C1=CC=CC=C1)SC=1C=CC(=NC1)N1CC(C1)(O)C 1-[5-(benzylsulfanyl)pyridin-2-yl]-3-methylazetidin-3-ol